(1R,2R)-6-Hydroxy-2-(tetrahydro-2H-pyran-4-yl)-1,2,3,4-tetrahydronaphthalen OC=1C=C2CC[C@H](CC2=CC1)C1CCOCC1